C1(CCC1)CN1CC=2N=NC(=CC2CC1)OCC1=C(N=NN1C=1C=CC(=NC1)C)C 5-[5-({[7-(cyclobutylmethyl)-5H,6H,7H,8H-pyrido[3,4-c]pyridazin-3-yl]oxy}methyl)-4-methyl-1H-1,2,3-triazol-1-yl]-2-methylpyridine